4-{hydroxy (methyl) phosphono}-DL-homoalaninate ammonium [NH4+].OOP(=O)(OC)CC[C@H](N)C(=O)[O-] |r|